trans-5-((4-((S)-3-(3,5-difluorophenyl)isoxazolidine-2-carbonyl)cyclohexyl)methoxy)-2-methylbenzamide FC=1C=C(C=C(C1)F)[C@H]1N(OCC1)C(=O)[C@@H]1CC[C@H](CC1)COC=1C=CC(=C(C(=O)N)C1)C